2,5-Bis(hydroxymethyl)furan OCC=1OC(=CC1)CO